[Cl-].C(C)[NH2+]CCCCCCCCCCCC n-ethyl-dodecyl-ammonium chloride